(S)-1-(1-(4-benzyl-3,4-dihydro-2H-benzo[b][1,4]thiazin-6-yl)-2-hydroxyethyl)-3-(1H-indol-6-yl)urea C(C1=CC=CC=C1)N1C2=C(SCC1)C=CC(=C2)[C@@H](CO)NC(=O)NC2=CC=C1C=CNC1=C2